(-)-tert-Butyl (trans,trans)-3-(hydroxymethyl)-4-[3-(2-methoxyethoxy)phenyl]-2-methylpiperidine-1-carboxylate OCC1C(N(CCC1C1=CC(=CC=C1)OCCOC)C(=O)OC(C)(C)C)C